CC(CC)NC=1SC2=NC(=CC=C2N1)C=1C=C2CN(C(C2=CC1)=O)C1C(NC(CC1)=O)=O 3-(5-{2-[(but-2-yl)amino]-[1,3]thiazolo[5,4-b]pyridin-5-yl}-1-oxo-2,3-dihydro-1H-isoindol-2-yl)piperidine-2,6-dione